C1(CCC2C3CCC(=C12)C3)(CN)CN hexahydro-4,7-methanoindenylidenedimethylenediamine